C(=C)N1SC=CC1=O N-vinyl-isothiazol-3-one